(1-(1,2-dimethyl-6-(trifluoromethyl)-1H-benzo[d]imidazol-5-yl)pyrrolo[1,2-a]pyrazin-6-yl)(3,4,5-trifluorophenyl)methanone CN1C(=NC2=C1C=C(C(=C2)C=2C=1N(C=CN2)C(=CC1)C(=O)C1=CC(=C(C(=C1)F)F)F)C(F)(F)F)C